C(C)OC(C(C(=O)OCC)C1=NC=C(C=C1Cl)Br)=O (5-bromo-3-chloropyridin-2-yl)malonic acid diethyl ester